2,4-diethylthiazole C(C)C=1SC=C(N1)CC